hexabutyl-hexavinylcyclohexasiloxane C(CCC)[Si]1(O[Si](O[Si](O[Si](O[Si](O[Si](O1)(C=C)CCCC)(C=C)CCCC)(C=C)CCCC)(C=C)CCCC)(C=C)CCCC)C=C